(2R,3S,4S)-2-((6-chloro-4-(cyclopentylamino)-1H-pyrazolo[3,4-d]pyrimidin-1-yl)methyl)-5-((diethoxyphosphoryl)methoxy)tetrahydrofuran-3,4-diyl diacetate C(C)(=O)O[C@H]1[C@H](OC([C@H]1OC(C)=O)OCP(=O)(OCC)OCC)CN1N=CC=2C1=NC(=NC2NC2CCCC2)Cl